C[C@@H]1C[C@@H]([C@@H](N1C(=O)OC)COC1CC2CC2(CC1)C1=CC=CC=C1)NS(=O)(=O)C methyl (2R,3S,5R)-5-methyl-3-(methylsulfonamido)-2-(((6-phenylbicyclo[4.1.0]heptan-3-yl)oxy)methyl)pyrrolidine-1-carboxylate